(4'-(dimethylamino)-3',4'-dihydro-2'H-spiro[cyclopropane-1,1'-naphthalen]-7'-yl)boronic acid CN(C1CCC2(C3=CC(=CC=C13)B(O)O)CC2)C